methyl 4-(4-(cyclopropylmethoxy)piperidin-2-yl)-2-(methylamino)benzoate C1(CC1)COC1CC(NCC1)C1=CC(=C(C(=O)OC)C=C1)NC